1,1,1-trideuteromethylamine hydrochloride Cl.[2H]C([2H])([2H])N